2-amino-3-((1s,4R)-4-methoxycyclohexyl)propanoic acid NC(C(=O)O)CC1CCC(CC1)OC